2-(2-bromo-4-chlorophenylmethyl)-3-(4-chlorophenyl)-4-fluoro-6-((S)-1-hydroxy-1-(tetrahydro-2H-pyran-4-yl)propyl)-3-methoxyisoindolin-1-one BrC1=C(C=CC(=C1)Cl)CN1C(C2=CC(=CC(=C2C1(OC)C1=CC=C(C=C1)Cl)F)[C@](CC)(C1CCOCC1)O)=O